CS(=O)(=O)OCC(CC)CC=1C(=NC=CC1)CNC(=O)OC(C)(C)C 2-[(2-{[(tert-butoxycarbonyl)amino]methyl}pyridin-3-yl)methyl]butyl methanesulfonate